Cl.C(C)NC(CC1=CC(=CC=C1)C(F)(F)F)C N-ethyl-α-methyl-3-(trifluoromethyl)-benzeneethanamine hydrochloride